Tert-butyl N-[2-[2-[2-[[2-(2,6-dioxo-3-piperidyl)-1-oxo-isoindolin-5-yl] methylcarbamoylamino]ethoxy]ethoxy]ethyl]carbamate O=C1NC(CCC1N1C(C2=CC=C(C=C2C1)CNC(=O)NCCOCCOCCNC(OC(C)(C)C)=O)=O)=O